N-(4-cyanobenzoyl)piperazine-1-carboxamide C(#N)C1=CC=C(C(=O)NC(=O)N2CCNCC2)C=C1